2-{3-[(2R,6S)-2,6-dimethylmorpholine-4-carbonyl]-5,6-dihydrocyclopenta[c]pyrazol-1(4H)-yl}-1-[4-(2,3,5-trifluorophenyl)piperazin-1-yl]ethan-1-one C[C@@H]1CN(C[C@@H](O1)C)C(=O)C=1C2=C(N(N1)CC(=O)N1CCN(CC1)C1=C(C(=CC(=C1)F)F)F)CCC2